ClC=1C=C2CC(COC2=CC1)C(=O)C1=CN(C2=CC(=CC=C12)C=1C=NNC1F)CC1N(CCC1)C (6-Chlorochroman-3-yl)-[6-(5-fluoro-1H-pyrazol-4-yl)-1-[(1-methylpyrrolidin-2-yl)methyl]indol-3-yl]methanone